2-(((6-(dimethylcarbamoyl)pyridin-2-yl)methyl)carbamoyl)pyrrolidine-1-carboxylic acid tert-butyl ester C(C)(C)(C)OC(=O)N1C(CCC1)C(NCC1=NC(=CC=C1)C(N(C)C)=O)=O